FC1(CC(C1)S(=O)(=O)C=1N=C2N(N1)[C@@H](C[C@@H]2F)C2=CC=CC=C2)F (5s,7s)-2-(3,3-difluorocyclobutyl)sulfonyl-7-fluoro-5-phenyl-6,7-dihydro-5H-pyrrolo[1,2-b][1,2,4]triazole